(6S)-4-(4-chlorophenyl)-N-[3-(1H-pyrrolo[3,2-c]pyridine-2-carboxamido)propyl]-2,3,9-trimethyl-6H-thieno[3,2-f][1,2,4]triazolo[4,3-a][1,4]diazepine-6-acetamide ClC1=CC=C(C=C1)C1=N[C@H](C=2N(C3=C1C(=C(S3)C)C)C(=NN2)C)CC(=O)NCCCNC(=O)C2=CC=3C=NC=CC3N2